butylstearate C(CCC)OC(CCCCCCCCCCCCCCCCC)=O